N1C(=NC2=C1C=CC=C2)C=2C(=NC=CC2)C(=O)NC2C1CN(CC21)C(C2=CC(=CC=C2)C=2SC1=C(N2)C=CC=C1)=O (1H-benzo[d]imidazol-2-yl)-N-(3-(3-(benzo[d]thiazol-2-yl)benzoyl)-3-azabicyclo[3.1.0]hex-6-yl)picolinamide